1-methyl-4-(4,4,5,5-tetramethyl-1,3,2-dioxaborolan-2-yl)pyrrolo[2,3-b]pyridine CN1C=CC=2C1=NC=CC2B2OC(C(O2)(C)C)(C)C